1-(3'-aminopropyl)imidazole NCCCN1C=NC=C1